[O-]S(=O)(=O)C(F)(F)F.[IH2+].C1(=CC=CC=C1)[SH+]C1=CC=CC=C1.[O-]S(=O)(=O)C(F)(F)F diphenylsulfonium Iodonium triflate